C1(=CC=CC=C1)C1=C(C(=NN=N1)C1(C(C=CC=C1)C1=C(C(=CC=2OC3=C(C21)C=CC=C3)C3=CC=CC=C3)C3=CC=CC=C3)C3=CC=CC=C3)C3=CC=CC=C3 1-(diphenyltriazinyl)(diphenyldibenzofuranyl)biphenyl